3-(3-hydroxy-4-methoxyphenyl)isochromen-1-one OC=1C=C(C=CC1OC)C=1OC(C2=CC=CC=C2C1)=O